O[C@]1(C(N(CC1)C)=O)C=1C=NN(C1)C=1C=C(C=CC1)C1=CC=CC(=N1)C(=O)N (S)-6-(3-(4-(3-hydroxy-1-methyl-2-oxopyrrolidin-3-yl)-1H-pyrazol-1-yl)phenyl)picolinamide